Barium stearat C(CCCCCCCCCCCCCCCCC)(=O)[O-].[Ba+2].C(CCCCCCCCCCCCCCCCC)(=O)[O-]